BrC1=C2C=NNC2=C(C=C1F)F 4-Bromo-5,7-difluoro-1H-indazole